1-amino-4-(tosyl)-anthraquinone NC1=CC=C(C=2C(C3=CC=CC=C3C(C12)=O)=O)S(=O)(=O)C1=CC=C(C)C=C1